FC=1C(=NC(=NC1)N1CCC(CC1)C(=O)N1OCC[C@H]1C=1N=C(SC1)C)C(=O)N 5-fluoro-2-[4-[(3S)-3-(2-methylthiazol-4-yl)isoxazolidine-2-carbonyl]-1-piperidinyl]pyrimidine-4-carboxamide